allyl-6-(methylthio)-1-(3-nitrophenyl)-1,2-dihydro-3H-pyrazolo[3,4-d]pyrimidin-3-one C(C=C)N1N(C2=NC(=NC=C2C1=O)SC)C1=CC(=CC=C1)[N+](=O)[O-]